N,N,6-trimethyl-2-(4-methylphenyl)-imidazo[1,2-a]Pyridine-3-acetamide CN(C(CC1=C(N=C2N1C=C(C=C2)C)C2=CC=C(C=C2)C)=O)C